5-benzyl-N-((1aR,2R,8bS)-3-oxo-1,1a,2,3,4,8B-hexahydrocycloprop[d]pyrido[2,3-B]azepin-2-yl)-4H-1,2,4-triazole-3-carboxamide C(C1=CC=CC=C1)C=1NC(=NN1)C(=O)N[C@@H]1[C@H]2[C@@H](C3=C(NC1=O)N=CC=C3)C2